2-fluoro-4-(1-methyltriazol-4-yl)-N-(2-phenylthieno[3,2-c]pyridin-4-yl)-N-[(3R)-3-piperidyl]benzamide FC1=C(C(=O)N([C@H]2CNCCC2)C2=NC=CC3=C2C=C(S3)C3=CC=CC=C3)C=CC(=C1)C=1N=NN(C1)C